C(C)(=O)N1CC2=C(CC1)N(N=C2C=2C=CC=C1C=C(N=CC21)C=2C=NN(C2)CCOC2CCN(CC2)C(=O)OC(C)(C)C)C2CCOCC2 tert-butyl 4-[2-[4-[8-(5-acetyl-1-tetrahydropyran-4-yl-6,7-dihydro-4H-pyrazolo[4,3-c]pyridin-3-yl)-3-isoquinolyl]pyrazol-1-yl]ethoxy]piperidine-1-carboxylate